ClC=1C=C(C=CC1F)NC(=O)C1=C(N=CN1C)C1CC2CC(CC2C1)(C1=NN(N=C1)C)O N-(3-chloro-4-fluorophenyl)-4-(5-hydroxy-5-(2-methyl-2H-1,2,3-triazol-4-yl)octahydropentalen-2-yl)-1-methyl-1H-imidazole-5-carboxamide